BrC1=CC(=C(C(=C1)OC)C=1N(C=C(N1)C(F)(F)F)CC)F 2-(4-bromo-2-fluoro-6-methoxyphenyl)-1-ethyl-4-(trifluoromethyl)-1H-imidazole